C(C)OC(=O)N1CCN(CCC1)C1CCC2(C(NC3=CN=CC=C32)=O)CC1 4-(2'-oxo-1',2'-dihydrospiro[cyclohexane-1,3'-pyrrolo[2,3-c]pyridin]-4-yl)-1,4-diazepan-1-carboxylic acid ethyl ester